OC1(CN(CCC1)C=1C=C(C(=NC1)C(F)(F)F)NC(C1=NC(=CC=C1)C=1C=NN(C1)C)=O)C N-(5-(3-hydroxy-3-methylpiperidin-1-yl)-2-(trifluoromethyl)pyridin-3-yl)-6-(1-methyl-1H-pyrazol-4-yl)picolinamide